2-benzyl-1H-benzimidazol-5-amine C(C1=CC=CC=C1)C1=NC2=C(N1)C=CC(=C2)N